(R)-N-(1-cyclohexyl-2-hydroxyethyl)-6-fluoro-4-oxo-4H-chromene-2-carboxamide C1(CCCCC1)[C@H](CO)NC(=O)C=1OC2=CC=C(C=C2C(C1)=O)F